(S)-(9-bromo-5-methyl-4-oxo-2,3,4,5-tetrahydropyrido[3,2-b][1,4]oxaazepin-3-yl)carbamic acid tert-butyl ester C(C)(C)(C)OC(N[C@@H]1C(N(C2=C(OC1)C(=CC=N2)Br)C)=O)=O